C(#N)C=1C(=CC(=C(C(=O)O)C1)C(F)(F)F)C1=CC=C(C=C1)C(F)(F)F 5-cyano-2-(trifluoromethyl)-4-[4-(trifluoromethyl)phenyl]benzoic acid